C(C1=CC=CC=C1)N1C(C2=CC=C(C=C2C(C1)=O)F)C 2-benzyl-6-Fluoro-1-methyl-2,3-dihydroisoquinolin-4(1H)-one